3-Cyano-6-(3,4-dimethylphenyl)-N-[(1R)-1-(4-fluorophenyl)ethyl]-4-oxo-4,5-dihydropyrazolo-[1,5-a]pyrazine-2-carboxamide C(#N)C=1C(=NN2C1C(NC(=C2)C2=CC(=C(C=C2)C)C)=O)C(=O)N[C@H](C)C2=CC=C(C=C2)F